2-oxo-4-phenyl-N-(thiazol-2-ylmethyl)butanamide O=C(C(=O)NCC=1SC=CN1)CCC1=CC=CC=C1